(R)-2-cyano-4-(3-(hydroxymethyl)pyrrolidin-1-yl)benzoic acid methyl ester COC(C1=C(C=C(C=C1)N1C[C@@H](CC1)CO)C#N)=O